N1=CC(=C2N1C=CN=C2)C(=O)N2CC1=C(CC2)C(=CS1)C(=O)OCC Ethyl 6-(pyrazolo[1,5-a]pyrazine-3-carbonyl)-4,5,6,7-tetrahydrothieno[2,3-c]pyridine-3-carboxylate